(5α)-5-{2-[2-(2-methoxyethoxy)ethoxy]ethoxy}-17-methylmorphinan-3-ol COCCOCCOCCO[C@@H]1[C@]23C=4C=C(C=CC4C[C@H]([C@@H]2CCC1)N(CC3)C)O